C(C)OC(=O)C1=C(N=NN1)C1=CC=C(C=C1)C1=CC=C(C=C1)C=1SC(=NN1)C 4-(4'-(5-methyl-1,3,4-thiadiazol-2-yl)-[1,1'-biphenyl]-4-yl)-1H-1,2,3-triazole-5-carboxylic acid ethyl ester